C(C1=CC=CC=C1)OC1=C(C=C(C(=O)NC=2SC(=CN2)C2=CC=C(C=C2)N2CCCC2)C=C1F)C1OCC(CO1)(C)C 4-(Benzyloxy)-3-(5,5-dimethyl-1,3-dioxan-2-yl)-5-fluoro-N-(5-(4-(pyrrolidin-1-yl)phenyl)thiazol-2-yl)benzamide